octyl Methoxycinnamate (octyl Methoxycinnamate) C(CCCCCCC)C(=C(C(=O)O)OC)C1=CC=CC=C1.COC(C(=O)OCCCCCCCC)=CC1=CC=CC=C1